N[C@H](C(=O)O[C@@H]1[C@H](O[C@]([C@@H]1O)(C1=CC=C2C(=NC=NN21)NC(C(C)(C)OCC)=O)C#N)COC(CC2=CC=CC=C2)=O)C(C)(C)C (2R,3S,4R,5R)-5-cyano-5-(4-(2-ethoxy-2-methylpropanamido)pyrrolo[2,1-f][1,2,4]triazin-7-yl)-4-hydroxy-2-((2-phenylacetoxy)methyl)tetrahydrofuran-3-yl (S)-2-amino-3,3-dimethylbutanoate